C1(=CC=CC=C1)CCC1C(C=2CC=3C(CC(CC3NC2CC1(C)C)(C)C)=O)=O (2-phenylethyl)-3,3,6,6-tetramethyl-3,4,6,7,9,10-hexahydroacridine-1,8(2H,5H)-dione